ClC=1N=C(C2=C(N1)CCN(C2)CCOC)OC2=NC=1C=CC3=C(C1N=C2)C2=C(S3)C(NC(CN2)(C)C)=O 3-((2-chloro-6-(2-methoxyethyl)-5,6,7,8-tetrahydropyrido[4,3-d]pyrimidin-4-yl)oxy)-10,10-dimethyl-9,10,11,12-tetrahydro-8H-[1,4]diazepino[5',6':4,5]thieno[3,2-f]quinoxalin-8-one